FC=1C=C2C=CC=NC2=CC1[N+](=O)[O-] 6-fluoro-7-nitroquinoline